N-(8-chloro-1,2,3,5,6,7-hexahydros-indacen-4-ylcarbamoyl)-4-(1-hydroxycyclopropyl)thiophene-2-sulfonamide ClC=1C=2CCCC2C(=C2CCCC12)NC(=O)NS(=O)(=O)C=1SC=C(C1)C1(CC1)O